2-amino-5-(3,5-dichlorophenyl)-4-oxo-4,5-dihydrofuran-3-yl phenylmethanesulfonate C1(=CC=CC=C1)CS(=O)(=O)OC1=C(OC(C1=O)C1=CC(=CC(=C1)Cl)Cl)N